(4R)-benzyl-2-oxo-oxazolidine C(C1=CC=CC=C1)N1C(OCC1)=O